C1(CC1)N(CCC(C(=O)O)NC(=O)C=1N(N=CC1)C)CCCCC1=NC=2NCCCC2C=C1 4-[cyclopropyl-[4-(5,6,7,8-tetrahydro-1,8-naphthyridin-2-yl)butyl]amino]-2-[(2-methylpyrazole-3-carbonyl)amino]butanoic acid